3-(benzylamino)propane-1,2-diol C(C1=CC=CC=C1)NCC(CO)O